dihydrothien-2(3H)-one S1C(CCC1)=O